(S)-6-(4-(difluoromethoxy)phenylsulfonimidoyl)-2-((6-methoxypyridin-3-yl)methyl)phthalazin-1(2H)-one FC(OC1=CC=C(C=C1)[S@@](=O)(=N)C=1C=C2C=NN(C(C2=CC1)=O)CC=1C=NC(=CC1)OC)F